3,3-difluoro-4-hydroxy-8-oxa-1-azaspiro[4.5]decan-2-one FC1(C(NC2(C1O)CCOCC2)=O)F